N-(2-ethoxyphenyl)-N'-(2-ethylphenyl)oxalamide C(C)OC1=C(C=CC=C1)NC(C(=O)NC1=C(C=CC=C1)CC)=O